NC1=C2N=CN(C2=NC(=N1)Cl)[C@H]1[C@H]([C@@H]([C@H](O1)COC(C(=O)O)(C(=O)O)CC1=CC=C(C=C1)C#N)O)F 2-(((2R,3R,4S,5R)-5-(6-amino-2-chloro-9H-purin-9-yl)-4-fluoro-3-hydroxytetrahydrofuran-2-yl)methoxy)-2-(4-cyanobenzyl)malonic acid